N-(3-(5-chloro-1H-indol-3-yl)propyl)-4-(3-(4-fluoropiperidin-1-yl)propoxy)benzenesulfonamide ClC=1C=C2C(=CNC2=CC1)CCCNS(=O)(=O)C1=CC=C(C=C1)OCCCN1CCC(CC1)F